(R)-9-[2-(phenoxyphosphorylmethoxy)propyl]adenine O(C1=CC=CC=C1)P(=O)=CO[C@@H](CN1C2=NC=NC(=C2N=C1)N)C